Zinc(II) phosphate P(=O)([O-])([O-])[O-].[Zn+2].P(=O)([O-])([O-])[O-].[Zn+2].[Zn+2]